CC=1C=CC=C2C=CN=C(C12)N(C(C1=CC=C(C=C1)N1N=CC=N1)=O)[C@H]1CNCCC1 (R)-N-(8-methylisoquinolin-1-yl)-N-(piperidin-3-yl)-4-(2H-1,2,3-triazol-2-yl)benzamide